O=C1NC(CCC1N1CC2=CC=C(C=C2C1=O)CNC(OC1CC(C1)C=1C=CC=C2C=CNC12)=O)=O 3-(1H-indol-7-yl)cyclobutyl ((2-(2,6-dioxopiperidin-3-yl)-3-oxoisoindolin-5-yl)methyl)carbamate